[4-(bis(4-methoxyphenyl)amino)]Benzyl-(triphenyl)phosphonium bromide [Br-].COC1=CC=C(C=C1)N(C1=CC=C(C[P+](C2=CC=CC=C2)(C2=CC=CC=C2)C2=CC=CC=C2)C=C1)C1=CC=C(C=C1)OC